(R)-1-((6-fluoro-2-(2-methoxy-7-methylquinoxalin-5-yl)thiazolo[5,4-b]pyridin-5-yl)oxy)propan-2-yl (6-(3-hydroxypiperidine-1-carbonyl)pyridin-3-yl)carbamate OC1CN(CCC1)C(=O)C1=CC=C(C=N1)NC(O[C@@H](COC1=C(C=C2C(=N1)SC(=N2)C2=C1N=CC(=NC1=CC(=C2)C)OC)F)C)=O